C(C)(C)(C)OC(=O)N1C[C@@H](OCC1)CCC(=O)C1=C(C=C(C(=O)O)C=C1F)F (S)-4-(3-(4-(tert-Butoxycarbonyl)morpholin-2-yl)propionyl)-3,5-difluorobenzoic acid